CC(=O)O.C(C(CO)(CO)N)O Tris(hydroxymethyl)aminomethane Acetate